C(CCCCCC)NC(=O)[C@@H]1CN(C[C@@H]1OCCCCCCC)C(=O)OC(C)(C)C |o1:10,14| tert-butyl (3R*,4R*)-3-(heptylcarbamoyl)-4-(heptyloxy)pyrrolidine-1-carboxylate